3-(4-amino-3-fluorophenyl)-1-(1-methylpiperidin-4-yl)-1H-pyrazolo[3,4-d]Pyrimidine-4-amine NC1=C(C=C(C=C1)C1=NN(C2=NC=NC(=C21)N)C2CCN(CC2)C)F